(1RS,2RS)-2-phenylcyclopropane-1-carboxylic acid tert-Butyl ester [(1RS,2RS)-tert-Butyl-2-phenylcyclopropane-1-carboxylate] C(C)(C)(C)[C@@]1([C@H](C1)C1=CC=CC=C1)C(=O)O.C(C)(C)(C)OC(=O)[C@H]1[C@@H](C1)C1=CC=CC=C1 |r|